2-(5-(4,4,5,5-tetramethyl-1,3,2-dioxaborolan-2-yl)pyridin-2-yl)propan-2-ol hydrochloride Cl.CC1(OB(OC1(C)C)C=1C=CC(=NC1)C(C)(C)O)C